5-(4-chloro-2-isopropoxyphenyl)-2-iodo-[1,2,4]triazolo[1,5-a]pyridine ClC1=CC(=C(C=C1)C1=CC=CC=2N1N=C(N2)I)OC(C)C